COC=1C=C(C=CC1)C=1C=CC2=C(N(N=N2)C2=CC(=C(C(=C2)OC)OC)OC)C1 6-(3-methoxyphenyl)-1-(3,4,5-trimethoxyphenyl)-1H-benzo[d][1,2,3]triazole